C(C1=CC=CC=C1)OC(NC12CCC(C1)(C2)NC(=O)C2OC1=C(C(C2)=O)C=C(C=C1)Cl)=O {4-[(6-chloro-4-oxo-3,4-dihydro-2H-1-benzopyran-2-carbonyl)amino]bicyclo[2.1.1]hex-1-yl}carbamic acid benzyl ester